CC1=C(N=NN1C1=CC=CC2=CC=CC=C12)C(=O)NC1=NC2=CC=CC=C2C=C1 5-Methyl-1-(naphthalen-1-yl)-N-(quinolin-2-yl)-1H-1,2,3-triazole-4-carboxamide